3-(((2s,3s,4s)-4-fluoro-3-methyl-5-oxopyrrolidin-2-yl)methoxy)-5-methoxythieno[3,2-b]pyridine-6-carboxamide F[C@H]1[C@H]([C@H](NC1=O)COC1=CSC=2C1=NC(=C(C2)C(=O)N)OC)C